4-amino-N-(cyclopropylmethyl)-7-methyl-N-(6-(trifluoromethyl)-2,3-dihydrobenzofuran-3-yl)imidazo[1,5-a]quinoxaline-8-carboxamide NC=1C=2N(C3=CC(=C(C=C3N1)C)C(=O)N(C1COC3=C1C=CC(=C3)C(F)(F)F)CC3CC3)C=NC2